alpha-ketoglutarate monohydrate O.O=C(C(=O)O)CCC(=O)O